FC=1C=2N(C=CC1)N=C(C2)[C@H]2N(CCC1=C2N=CN1)C1=CC=CC(=N1)C(=O)N1CCCC1 (S)-(6-(4-(4-fluoropyrazolo[1,5-a]pyridin-2-yl)-1,4,6,7-tetrahydro-5H-imidazo[4,5-c]pyridin-5-yl)pyridin-2-yl)(pyrrolidin-1-yl)methanone